O(C1=CC=C(C(=O)O)C=C1)C1=CC=C(C(=O)O)C=C1 4,4'-oxo-bisbenzoic acid